Benzyl 4-{1-[1-(tert-butoxycarbonyl)-3,3-difluoropiperidin-4-yl]azetidin-3-yl}piperazine-1-carboxylate C(C)(C)(C)OC(=O)N1CC(C(CC1)N1CC(C1)N1CCN(CC1)C(=O)OCC1=CC=CC=C1)(F)F